7-methyl-1,7-decadiene CC(CCCCC=C)=CCC